(1-ethylpiperidin-3-yl)(methyl)carbamate C(C)N1CC(CCC1)OC(NC)=O